ClC1=CC=C(C=C1)C1CC(=NN1C(=O)C1C(OC2=C(C1)C=CC(=C2)OCCC[Se]C#N)=O)C2=CC=C(C=C2)F 3-(5-(4-chlorophenyl)-3-(4-fluorophenyl)-4,5-dihydro-1H-pyrazole-1-carbonyl)-7-(3-cyanoselenopropoxy)-dihydro-benzopyran-2-one